dichlorodiaminoacetic acid ClN(C(C(=O)O)N)Cl